1-bromo-3-(3-bromoprop-1-en-2-yl)benzene BrC1=CC(=CC=C1)C(=C)CBr